4-CYCLOPROPYL-3-(3-FLUOROPHENYL)-N-(2-(TRIFLUOROMETHYL)PYRIDIN-4-YL)ISOTHIAZOLE-5-CARBOXAMIDE C1(CC1)C=1C(=NSC1C(=O)NC1=CC(=NC=C1)C(F)(F)F)C1=CC(=CC=C1)F